COC(C=N)=O iminoacetic acid methyl ester